acryl-silicon oxide C(=O)(C=C)[Si]=O